2-[4-({3-Chloro-7H-pyrrolo[2,3-c]pyridazin-7-yl}methyl)piperidin-1-yl]acetonitrile ClC1=CC2=C(N=N1)N(C=C2)CC2CCN(CC2)CC#N